3,3-difluoro-1-(3-nitro-5-(trifluoromethyl)benzyl)azetidine FC1(CN(C1)CC1=CC(=CC(=C1)C(F)(F)F)[N+](=O)[O-])F